7-(2-methyl-4-nitro-phenoxy)-[1,2,4]triazolo[1,5-a]pyridine CC1=C(OC2=CC=3N(C=C2)N=CN3)C=CC(=C1)[N+](=O)[O-]